2-(5-vinylthiophen-2-yl)-4-chlorobenzoic acid methyl ester COC(C1=C(C=C(C=C1)Cl)C=1SC(=CC1)C=C)=O